(R)-2-amino-2-(4-(4-methylthiazol-5-yl)phenyl)ethanol N[C@@H](CO)C1=CC=C(C=C1)C1=C(N=CS1)C